6-hydroxy-1-methylquinolin-4(1H)-one OC=1C=C2C(C=CN(C2=CC1)C)=O